COC=1N=C2C(=CC=NC2=CC1OC)OC1=C(C=C(C=C1)NC(=O)C=1C=NC(=C(C1O)C=1OC(=CC1)CC=C)C)F N-[4-[(6,7-dimethoxy-1,5-naphthyridin-4-yl)oxy]-3-fluorophenyl]-4-hydroxy-6-methyl-5-(5-prop-2-enylfuran-2-yl)pyridine-3-carboxamide